1,3-di(o-tolyl)guanidine (R)-benzyl-3-amino-3-cyanopropionate hydrochloride Cl.C(C1=CC=CC=C1)[C@@H](C(=O)O)C(C#N)N.C1(=C(C=CC=C1)NC(=N)NC1=C(C=CC=C1)C)C